6-chloro-1-(2-((2-(3-chloro-2-fluorobenzylamino)-2-oxoethyl)-(cyclopropyl)amino)-2-oxoethyl)-1H-indazole-3-carboxamide ClC1=CC=C2C(=NN(C2=C1)CC(=O)N(C1CC1)CC(=O)NCC1=C(C(=CC=C1)Cl)F)C(=O)N